2-(hydroxymethyl)cyclopropane-1-carboxylic acid methyl ester COC(=O)C1C(C1)CO